NN1CCC(CC1)CCN1CCN(CC1)C1=CC(=C(C=C1F)C1C(NC(CC1)=O)=O)OC 3-(4-(4-(2-(1-aminopiperidin-4-yl)ethyl)piperazin-1-yl)-5-fluoro-2-methoxyphenyl)piperidine-2,6-dione